5-({[4-(Aminomethyl)phenyl]methyl}sulfanyl)-1-(2-chlorobenzoyl)-3-[1-(pyrrolidin-1-carbonyl)-3-(trifluoromethyl)piperidin-4-yl]-1H-pyrazol-4-carbonitril NCC1=CC=C(C=C1)CSC1=C(C(=NN1C(C1=C(C=CC=C1)Cl)=O)C1C(CN(CC1)C(=O)N1CCCC1)C(F)(F)F)C#N